methyl 2-((6-(6-(benzyloxy)pyridin-2-yl)-3-azabicyclo[4.1.0]heptan-3-yl)methyl)-1-((S)-oxetan-2-ylmethyl)-1H-benzo[d]imidazole-6-carboxylate C(C1=CC=CC=C1)OC1=CC=CC(=N1)C12CCN(CC2C1)CC1=NC2=C(N1C[C@H]1OCC1)C=C(C=C2)C(=O)OC